N-((4-chlorophenyl)(methyl)(oxo)-λ6-sulfaneylidene)-2-fluoro-4-(5-(trifluoromethyl)-1,2,4-oxadiazol-3-yl)benzamide ClC1=CC=C(C=C1)S(=NC(C1=C(C=C(C=C1)C1=NOC(=N1)C(F)(F)F)F)=O)(=O)C